6H,7H,8H-imidazo[1,5-a]pyridin-8-ol C=1N=CN2C1C(CCC2)O